isopropyl (E)-3-(3-bromo-1H-1,2,4-triazol-1-yl)acrylate BrC1=NN(C=N1)/C=C/C(=O)OC(C)C